2-Amino-N-(5-(3-(3,3-dimethylbutoxy)-5-fluorophenyl)-4-(2-methyl-6-(trifluoromethyl)phenyl)thiazol-2-yl)pyridine-4-sulfonamide NC1=NC=CC(=C1)S(=O)(=O)NC=1SC(=C(N1)C1=C(C=CC=C1C(F)(F)F)C)C1=CC(=CC(=C1)F)OCCC(C)(C)C